1-(3-((4-fluorophenyl)ethynyl)-4-(piperazin-1-yl)phenyl)-3-(2-(pyridin-3-yl)ethyl)urea FC1=CC=C(C=C1)C#CC=1C=C(C=CC1N1CCNCC1)NC(=O)NCCC=1C=NC=CC1